2-chloro-4-fluoro-5-(2-(3-thienyl)ethynyl)pyridine ClC1=NC=C(C(=C1)F)C#CC1=CSC=C1